C(C)(C)(C)N1C[C@@H](N(CC1)C1=C(N=NC(=C1)Cl)Cl)CN=[N+]=[N-] tert-butyl-(R)-3-(azidomethyl)-4-(3,6-dichloropyridazin-4-yl)piperazine